C(C)(C)(C)[Si](C1=CC=C(CO)C=C1)(F)C(C)(C)C 4-(Di-t-Butylfluorosilyl)benzyl alcohol